NCC1=CC=C(C=C1)N1CCN(CC1)C[C@H]1CN(C[C@H](O1)C)C1=C2C=CC=NC2=C(C=C1)C#N 5-[(2S,6R)-2-[[4-[4-(aminomethyl)phenyl]piperazin-1-yl]methyl]-6-methyl-morpholin-4-yl]quinoline-8-carbonitrile